(±)-6-cyclopropyl-1-(4-methoxybutan-2-yl)-1H-pyrazolo[3,4-b]pyrazin-3-amine C1(CC1)C1=CN=C2C(=N1)N(N=C2N)[C@H](C)CCOC |r|